(S)-3-(((7-bromo-6-chloro-4-hydroxy-1-(4-isopropyl-6-methylpyrimidin-5-yl)-2-oxo-1,2-dihydro-quinazolin-5-yl)oxy)methyl)piperazine-1-carboxylic acid tert-butyl ester C(C)(C)(C)OC(=O)N1C[C@H](NCC1)COC1=C2C(=NC(N(C2=CC(=C1Cl)Br)C=1C(=NC=NC1C)C(C)C)=O)O